BrCC1=C(C(=NS1)C)I 5-(Bromomethyl)-4-iodo-3-methyl-isothiazole